C(C#CC)OC=1C(=C(C=NC1)CC1=C(C(=NC=C1)NS(=O)(=O)[SH+]C)F)C 4-[(5-but-2-ynyloxy-4-methyl-3-pyridinyl)methyl]-3-fluoro-N-(methylsulfaniosulfonyl)pyridin-2-amine